C(#N)C1=CC=C(C(=O)NC2CCC=3N(C2)C=C(N3)C(=O)NC[C@@H](CN3CC2=CC=CC=C2CC3)O)C=C1 6-(4-cyanobenzamido)-N-((S)-3-(3,4-dihydroisoquinolin-2(1H)-yl)-2-hydroxypropyl)-5,6,7,8-tetrahydroimidazo[1,2-a]pyridine-2-carboxamide